tert-butyl N-(5-bromo-6-formyl-2-pyridyl)-N-tert-butoxycarbonyl-carbamate BrC=1C=CC(=NC1C=O)N(C(OC(C)(C)C)=O)C(=O)OC(C)(C)C